C(C)(=O)C=1C=C(C(N(C1)C1=CC=CC=C1)=O)C1=C(C#N)C=CC=C1 2-(5-acetyl-2-oxo-1-phenyl-1,2-dihydropyridine-3-yl)benzonitrile